(S)-3-(3-(2-(difluoromethoxy)benzyl)phenyl)-3-(3-(4-hydroxy-1-methyl-2-oxo-1,2-dihydropyridin-3-yl)ureido)propanoic acid FC(OC1=C(CC=2C=C(C=CC2)[C@H](CC(=O)O)NC(=O)NC=2C(N(C=CC2O)C)=O)C=CC=C1)F